6-chloro-N-methoxy-5-(2-methoxy-6-(methylamino)pyridin-3-yl)-1H-indole-3-carboxamide ClC1=C(C=C2C(=CNC2=C1)C(=O)NOC)C=1C(=NC(=CC1)NC)OC